[Si](C1=CC=CC=C1)(C1=CC=CC=C1)(C(C)(C)C)OC[C@@H]1CC[C@]2(CCCN12)COC=1N=C(C2=C(N1)C(=C(N=C2)Cl)F)N2C[C@@](CCC2)(O)C (R)-1-(2-((cis-3-(((tert-butyldiphenylsilyl)oxy)methyl)tetrahydro-1H-pyrrolizin-7a(5H)-yl)methoxy)-7-chloro-8-fluoropyrido[4,3-d]pyrimidin-4-yl)-3-methylpiperidin-3-ol